Quinoline-1-carboxylic acid N1(CC=CC2=CC=CC=C12)C(=O)O